methyl-dimethyl-ammonium C[NH+](C)C